5-(5-chloro-6-fluoro-1H-indole-2-carbonyl)-N-[(2R)-1,1,1-trifluoropropan-2-yl]-4H,5H,6H,7H-pyrazolo[1,5-a]pyrazine-3-carboxamide ClC=1C=C2C=C(NC2=CC1F)C(=O)N1CC=2N(CC1)N=CC2C(=O)N[C@@H](C(F)(F)F)C